BrCC(=O)C1=C(C=C(C=C1)OC1=CC=C(C=C1)Cl)Cl 2-bromo-1-(2-chloro-4-(4-chlorophenoxy)phenyl)ethan-1-one